COC1=CC=C(CCN(C=2SC3=C(N2)C(=C(C=C3F)F)F)CC3=CC=C(C=C3)N3C[C@H](CC3)C(=O)O)C=C1 (S)-1-(4-(((4-methoxyphenethyl)(4,5,7-trifluorobenzo[d]thiazol-2-yl)amino)methyl)phenyl)pyrrolidine-3-carboxylic acid